[Mg+2].[O-2].[Ba+2].[O-2] barium oxide magnesium